C(C)(C)(C)C=1C=C(C=CC1)C1=NC=CC(=C1)C(C)(C)C 2-(3-tert-butylphenyl)-4-tert-butylpyridine